trimethylsilane C[SiH](C)C